ClC1=CC=C(O[C@H](C(=O)NOCCSC)C)C=C1 (2S)-2-(4-chlorophenoxy)-N-[2-(methylsulfanyl)ethoxy]propanamide